Cl.Cl.CN([C@@H]1C(=C(C([C@]2(C(=C3C(C4=C(C(=CC(=C4C[C@H]3C[C@@H]12)F)NC(CN1CCCC1)=O)O)=O)O)O)=O)C(=O)N)O)C (4S,4aS,5aR,12aS)-4-(dimethylamino)-7-fluoro-3,10,12,12a-tetrahydroxy-1,11-dioxo-9-[2-(pyrrolidin-1-yl)acetamido]-1,4,4a,5,5a,6,11,12a-octahydrotetracene-2-carboxamide dihydrochloride